N-[tris(hydroxymethyl)methyl]formylamide OCC(CO)(CO)C(=O)[NH-]